4-(6-chloro-4-methyl-1H-benzimidazol-2-yl)aniline ClC=1C=C(C2=C(NC(=N2)C2=CC=C(N)C=C2)C1)C